FC1=C(OC2CCN(CC2)C=2C=C(C(C(=O)N(C)C)=CC2NC(C2=C(N=CC=C2)OC)=O)C(=O)N)C=CC(=C1)F 4-(4-(2,4-difluorophenoxy)piperidin-1-yl)-5-(2-methoxynicotinamido)-N1,N1-dimethylphthalamide